C(C=C)/C(=C(/C(=O)[O-])\CC=C)/C(=O)[O-] Diallyl-maleat